2-((S)-2,2-dimethylcyclopropane-1-carbonyl)-6-(thiazole-5-carbonyl)-2,6-diazaspiro[3.4]octane-8-carbonitrile CC1([C@H](C1)C(=O)N1CC2(C1)CN(CC2C#N)C(=O)C2=CN=CS2)C